C(CCC)OC(=O)N1CCN(CC1)C1=NC=NC=C1CO.FC=1C=C(C=CC1N1CCOCC1)N1C(O[C@H](C1)CCC(=O)N)=O [(5S)-3-[3-fluoro-4-(4-morpholinyl)phenyl]-2-oxo-5-oxazolidinyl]methyl-acetamide butyl-4-(5-(hydroxymethyl)pyrimidin-4-yl)piperazine-1-carboxylate